ClC1=C(C(=CC(=C1)Cl)O)C1=CC=C(N=N1)N1C[C@@H](CCC1)CNC(OC(C)(C)C)=O tert-butyl N-[[(3S)-1-[6-(2,4-dichloro-6-hydroxy-phenyl)pyridazin-3-yl]-3-piperidyl]methyl]carbamate